exo-bicyclo[2.2.1]hept-5-ene-2,3-dicarboximide C12C3C(C(C=C1)C2)C(NC3=O)=O